8-(6-tert-butyl-5-methoxypyridin-3-yl)-3-methyl-6-oxo-2H,3H,4H,6H-pyrimido[2,1-b][1,3]thiazine-7-carbonitrile C(C)(C)(C)C1=C(C=C(C=N1)C=1N=C2SCC(CN2C(C1C#N)=O)C)OC